ClCC(=O)NCC1CCN(CC1)C(=O)C1(CCCC1)OC1=CC=C(C=C1)Cl 2-Chloro-N-((1-(1-(4-chlorophenoxy)cyclopentane-1-carbonyl)piperidin-4-yl)methyl)acetamide